(2-hydroxyphenyl)-N-(3-(piperidin-1-yl)propyl)benzo[d]imidazo[2,1-b]thiazole-7-carboxamide OC1=C(C=CC=C1)C=1N=C2SC3=C(N2C1)C=CC(=C3)C(=O)NCCCN3CCCCC3